3-fluoro-4-isopropenyl-benzaldehyde FC=1C=C(C=O)C=CC1C(=C)C